ClC1=CC(=C(C=C1)N(S(=O)(=O)C=1C=CC2=C(C(=C(O2)C(=O)OCC)C)C1)CC)CN(C(=O)C=1SC(=CC1)Cl)CC=1OC=CC1 ethyl 5-(N-(4-chloro-2-((5-chloro-N-(furan-2-ylmethyl) thiophene-2-carboxamido) methyl) phenyl)-N-ethylsulfamoyl)-3-methylbenzofuran-2-carboxylate